phospho-citrate P(=O)(=O)OC(CC(=O)[O-])(C(=O)[O-])CC(=O)[O-]